CC([C@@H](C1=NC=CC=C1)NC(=O)C1=C2C=C3C(=C2C=C1)C3)(C)C cyclopropa[a]pentalene-4-carboxylic Acid ((S)-2,2-Dimethyl-1-pyridin-2-yl-propyl)-amide